FC(C(=O)OCC)(CCCO)F Ethyl 2,2-difluoro-5-hydroxypentanoate